tert-butyl (1-(pyridin-3-ylcarbamoyl)cyclopropyl)carbamate N1=CC(=CC=C1)NC(=O)C1(CC1)NC(OC(C)(C)C)=O